[Si](C)(C)(C(C)(C)C)OCCCN1C2(C3=CC=CC=C3C1=O)CCC1(CC2)OCCO1 2''-(3-{[tert-butyl(dimethyl)silyl]oxy}propyl)dispiro[[1,3]dioxolane-2,1'-cyclohexane-4',1''-isoindol]-3''(2''H)-one